ClC=1C=2N(C=CN1)C(=NC2)[C@H]2CN1C(CC[C@@H]1CC2)=O (6R,8aS)-6-(8-chloroimidazo[1,5-a]pyrazin-3-yl)hexahydroindolizin-3(2H)-one